C(C1=CC=CC=C1)OC=1C=CC(=NC1)CC(=O)OCC ethyl 2-(5-(benzyloxy)pyridin-2-yl)acetate